1-(3-(2,5-dioxo-2,5-dihydro-1H-pyrrol-1-yl)propionylamino)-3,6,9,12,15,18,21,24-octaoxaheptacosane-27-carboxamide O=C1N(C(C=C1)=O)CCC(=O)NCCOCCOCCOCCOCCOCCOCCOCCOCCCC(=O)N